7-(benzylsulfanyl)-1-(2-methoxyethyl)-2,3-dihydro-1H-pyrido[2,3-b][1,4]oxazine C(C1=CC=CC=C1)SC1=CC2=C(OCCN2CCOC)N=C1